C1=CC=CC2=NC3=CC=CC=C3C=C12.[Ne] NeoN acridine